perfluoro isopropyl ether C(C)(C)OF